FCCCCCC=1C=C(C(=NC1OC)CCNC(OC(C)(C)C)=O)OC tert-butyl (2-(5-(5-fluoropentyl)-3,6-dimethoxypyridin-2-yl)ethyl)carbamate